ClC1=C(CSC=2NC(C(=C(N2)C2=CC3=C(OCCO3)C=C2)C#N)=O)C=CC=C1 2-((2-chlorobenzyl)thio)-4-(2,3-dihydrobenzo[b][1,4]dioxin-6-yl)-6-oxo-1,6-dihydropyrimidine-5-carbonitrile